Cl.BrC1=CC2=C(C(C3=C(N(S2(=O)=O)C)C=CC=C3)NCCCCC(=O)O)C=C1F 5-((3-bromo-2-fluoro-6-methyl-5,5-dioxido-6,11-dihydrodibenzo[c,f][1,2]thiazepin-11-yl)amino)pentanoic acid hydrochloride salt